C1(CC1)C1=CC=NC=C1 4-cyclopropylpyridine